[C@@H]1([C@H](O)[C@H](O)[C@@H](CO)O1)N1C=NC=2C(N)=NC=NC12 Adenosine